2-N-Morpholinoethyl methacrylate CC(=C)C(=O)OCCN1CCOCC1